2-[(2S)-4-[7-[3-chloro-2-(trifluoromethyl)phenyl]-2-[[(2S)-1-methylpyrrolidin-2-yl]methoxy]-6,8-dihydro-5H-pyrido[3,4-d]pyrimidin-4-yl]piperazin-2-yl]acetonitrile ClC=1C(=C(C=CC1)N1CC=2N=C(N=C(C2CC1)N1C[C@@H](NCC1)CC#N)OC[C@H]1N(CCC1)C)C(F)(F)F